BrC1=NC=CN=C1COC 2-bromo-3-(methoxymethyl)pyrazine